3-(2-{[3-chloro-4-(4-methylpiperazin-1-yl)phenyl]amino}pyrimidin-4-yl)-N-[(2S)-1-hydroxy-3-methylbutan-2-yl]-1-methyl-1H-pyrazole-5-carboxamide ClC=1C=C(C=CC1N1CCN(CC1)C)NC1=NC=CC(=N1)C1=NN(C(=C1)C(=O)N[C@H](CO)C(C)C)C